C(C)(=O)NC=1SC(=C(N1)C(=O)[O-])C(C)CC 2-acetamido-5-(sec-butyl)thiazole-4-carboxylate